C(C)OC(=O)N1C[C@@H]([C@@H](C1)CO)NS(=O)(=O)C=1C(=C(N(C1)C)C(=O)OCC)F ethyl 4-(N-((3R,4R)-1-(ethoxycarbonyl)-4-(hydroxymethyl) pyrrolidin-3-yl) sulfamoyl)-3-fluoro-1-methyl-1H-pyrrole-2-carboxylate